C(C)(C)(C)OC(=O)N1CC2(C1)CC(C2)CC2=CC(=C(C=C2)F)F 6-(3,4-difluorobenzyl)-2-azaspiro[3.3]heptane-2-carboxylic acid tert-butyl ester